6-[8-[3-(methylamino)propanoyl]-3,8-diazabicyclo[3.2.1]octan-3-yl]pyridine-3-carbonitrile hydrochloride Cl.CNCCC(=O)N1C2CN(CC1CC2)C2=CC=C(C=N2)C#N